1-(octyloxy)-2-propanone C(CCCCCCC)OCC(C)=O